(1R,2S,3S,4R)-3-((7-cyclopropyl-2-(5-fluoro-1H-pyrazolo[3,4-b]pyridin-3-yl)pyrrolo[2,1-f][1,2,4]triazin-4-yl)amino)bicyclo[2.2.2]octane-2-carboxylic acid C1(CC1)C1=CC=C2C(=NC(=NN21)C2=NNC1=NC=C(C=C12)F)N[C@@H]1[C@H](C2CCC1CC2)C(=O)O